calcium hydroxy propionate C(CC)(=O)OO.[Ca]